NC1CCC(CC1)NC1=NC2=C(C=C(C=C2C=N1)C1=C(C=C(C=C1)NS(=O)(=O)C1=C(C=CC=C1)Cl)CC)CC N-(4-(2-(((1r,4r)-4-aminocyclohexyl)amino)-8-ethylquinazolin-6-yl)-3-ethylphenyl)-2-chlorobenzenesulfonamide